(1R)-2,2-difluoro-N-(3-{6-[(1R)-1-hydroxypropyl]-4-methylpyridin-3-yl}-1-methyl-2-oxo-1,6-naphthyridin-7-yl)cyclopropane-1-carboxamide FC1([C@H](C1)C(=O)NC1=NC=C2C=C(C(N(C2=C1)C)=O)C=1C=NC(=CC1C)[C@@H](CC)O)F